C[Si](C=C[Si](N(CC)CC)(N(CC)CC)N(CC)CC)(OCC)OCC 1-methyldiethoxysilyl-2-tris(diethylamino)silylethylene